3-((4-methoxybenzyl)oxy)-5-((4-methyl-5-(4-(trifluoromethyl)phenyl)oxazol-2-yl)amino)picolinonitrile COC1=CC=C(COC=2C(=NC=C(C2)NC=2OC(=C(N2)C)C2=CC=C(C=C2)C(F)(F)F)C#N)C=C1